3-mercaptopropylsilanetriol SCCC[Si](O)(O)O